4-{1-[2-(2-fluorophenyl)acetyl]-2,3-dihydro-1H-pyrrolo[2,3-c]pyridin-4-yl}Benzonitrile FC1=C(C=CC=C1)CC(=O)N1CCC=2C1=CN=CC2C2=CC=C(C#N)C=C2